2-(diphenylphosphinoyl)benzaldehyde C1(=CC=CC=C1)P(=O)(C1=C(C=O)C=CC=C1)C1=CC=CC=C1